N-[(1S)-1-{3-[1-(difluoromethyl)-4-nitro-1H-pyrazol-5-yl]phenyl}but-3-en-1-yl]carbamic acid tert-butyl ester C(C)(C)(C)OC(N[C@@H](CC=C)C1=CC(=CC=C1)C1=C(C=NN1C(F)F)[N+](=O)[O-])=O